tert-Butyl (2-(2-hydroxy-5-oxocyclopent-1-en-1-yl)ethyl)carbamate OC1=C(C(CC1)=O)CCNC(OC(C)(C)C)=O